(R)-6-amino-5-(3-hydroxy-2,6-dimethylphenyl)-3-methyl-2-(methylthio)-4-oxo-4,5-dihydrothieno[3,2-c]pyridine-7-carboxamide NC1=C(C2=C(C(N1C1=C(C(=CC=C1C)O)C)=O)C(=C(S2)SC)C)C(=O)N